FC1=C2C(NC(=NC2=CC(=C1)NCCN1CCOCC1)CSC1CCOCC1)=O 5-Fluoro-7-((2-morpholinoethyl)amino)-2-(((tetrahydro-2H-pyran-4-yl)thio)methyl)quinazolin-4(3H)-one